CC1=C(C(=CC=C1)C)C1=C(C=CC(=N1)NS(=O)(=O)C1=CC=CC(=N1)N1CCC(CC1)(C(=O)O)C)C(F)(F)F 1-(6-{[6-(2,6-dimethylphenyl)-5-(trifluoromethyl)pyridin-2-yl]Sulfamoyl}pyridin-2-yl)-4-methylpiperidine-4-carboxylic acid